O=C1NNC(N1C1=CC=C(C(=O)O)C=C1)=O 4-(3,5-dioxo-1,2,4-triazolan-4-yl)benzoic acid